C(CCC)N1CCC1 butyl-azetidin